Cl.NC(C(=O)N1C[C@H](N(CC1)C(=O)NC1=NC(N(C=C1)C1=CC=C(C=C1)CN1CCC(CC1)CN)=O)C)(C)C (R)-4-(2-Amino-2-methylpropanoyl)-N-(1-(4-((4-(aminomethyl)piperidin-1-yl)methyl)phenyl)-2-oxo-1,2-dihydropyrimidin-4-yl)-2-methylpiperazine-1-carboxamide hydrochloride salt